FC1=C(C=CC(=C1)OC1=CC(=NC=C1)C=1C=NN(C1)C)NC=1C2=C(N=CN1)NC=C2C2CCN(CC2)C(C=C)=O 1-(4-(4-((2-fluoro-4-((2-(1-methyl-1H-pyrazol-4-yl)pyridin-4-yl)oxy)phenyl)amino)-7H-pyrrolo[2,3-d]pyrimidin-5-yl)piperidin-1-yl)prop-2-en-1-one